NC=1C=C(C(=O)NCC=2C=NC=CC2)C=CC1C 3-amino-4-methyl-N-(pyridin-3-ylmethyl)benzamide